tert.-Butyl-7-{[2-(4-chlorophenyl)imidazo[1,2-a]pyrimidin-3-yl]methyl}-3-oxa-7,9-diazabicyclo-[3.3.1]nonane-9-carboxylate C(C)(C)(C)OC(=O)N1C2COCC1CN(C2)CC2=C(N=C1N2C=CC=N1)C1=CC=C(C=C1)Cl